N'-[(2-chlorophenyl)methyl]-N'-[[5-(trifluoromethyl)-2-pyridyl]methyl]oxamide 2,2,2-trifluoroethyl-2-[(2-chlorophenyl)methyl-[[5-(trifluoromethyl)-2-pyridyl]methyl]amino]-2-oxo-acetate FC(COC(C(=O)N(CC1=NC=C(C=C1)C(F)(F)F)CC1=C(C=CC=C1)Cl)=O)(F)F.ClC1=C(C=CC=C1)CN(C(C(N)=O)=O)CC1=NC=C(C=C1)C(F)(F)F